N[C@@H](CC(=O)O)C(=O)N[C@@H](CCC(=O)O)C(=O)N[C@@H](CO)C(=O)O aspartyl-glutamyl-serine